BrC1=C(C=C2C(=NC(=NC2=C1F)F)N1C2CN(CC1CC2)C(=O)OC(C)(C)C)C(F)(F)F tert-butyl 8-(7-bromo-2,8-difluoro-6-(trifluoro methyl) quinazolin-4-yl)-3,8-diazabicyclo[3.2.1]octane-3-carboxylate